[Cl-].[NH+]1=CC=NC=C1 pyrazinium chloride salt